CNC(=O)C1=NN2C(N=C(C=C2)C(F)(F)F)=C1 N-methyl-5-(trifluoromethyl)pyrazolo[1,5-a]pyrimidine-2-carboxamide